FC=1C=C(C=C(C1)F)C[C@@H](C(=O)OCC(CCCCCCCCC)CCCCCCCCC)N[P@](=O)(OC1=CC=CC=C1)OC1=C(C(=C(C(=C1F)F)F)F)F 2-nonylundecyl (S)-3-(3,5-difluorophenyl)-2-(((S)-(perfluorophenoxy)(phenoxy)phosphoryl)amino)propanoate